C(C)N(CC)[SiH](N(CC)CC)N(CC)CC tri(diethylamino)silane